acetyl-gamma-glutamyl-phosphate C(C)(=O)N[C@@H](CCC(=O)OP(=O)([O-])[O-])C(=O)O